CC=CCCC 1-methyl-1-pentene